C1(CC1)S(=O)(=O)N1N=CC(=C1)C1=NC=C(C(=N1)NC1=NC=C(C(=C1)NC1CCC(CC1)CCN(C)C)C1=NN(C=C1)C(F)F)F N2-(2-(1-(Cyclopropylsulfonyl)-1H-pyrazol-4-yl)-5-fluoropyrimidin-4-yl)-5-(1-(difluoromethyl)-1H-pyrazol-3-yl)-N4-((1s,4s)-4-(2-(dimethylamino)ethyl)cyclohexyl)pyridine-2,4-diamine